tris(isononyl) trimellitate C(C=1C(C(=O)OCCCCCCC(C)C)=CC(C(=O)OCCCCCCC(C)C)=CC1)(=O)OCCCCCCC(C)C